benzyl ((1S,4R)-7-(7-bromo-2-chloro-8-fluoro-6-(trifluoromethyl) quinazolin-4-yl)-7-azabicyclo[2.2.1]heptan-2-yl)(2-methoxyethyl)carbamate BrC1=C(C=C2C(=NC(=NC2=C1F)Cl)N1[C@@H]2C(C[C@H]1CC2)N(C(OCC2=CC=CC=C2)=O)CCOC)C(F)(F)F